(3R,6R,9S)-12-methyl-13-[2-(1-methylethyl)-4-thiazolyl]-9-[2-(4-morpholinyl)ethyl]-8,11-dioxo-3,6-bis(phenylmethyl)-2,7,10,12-tetraazatridecanoic acid CN(C(N[C@H](C(N[C@H](CC[C@@H](NC(=O)O)CC1=CC=CC=C1)CC1=CC=CC=C1)=O)CCN1CCOCC1)=O)CC=1N=C(SC1)C(C)C